C1(=CC=CC=C1)N1N=CC(=C1C(F)(F)F)C(=O)NN=CC=1SC=CC1 1-phenyl-5-trifluoromethyl-N'-(1-(2-thienyl)methylene)-1H-pyrazole-4-carboxylic acid hydrazide